(R)-7-chloro-1-methyl-6-((6-(methylamino)pyrazolo[1,5-a]pyrazin-3-yl)oxy)-N-(3-((1-methylpyrrolidin-2-yl)methoxy)-5-(trifluoromethyl)phenyl)-1H-imidazo[4,5-b]pyridin-2-amine ClC1=C2C(=NC=C1OC=1C=NN3C1C=NC(=C3)NC)N=C(N2C)NC2=CC(=CC(=C2)C(F)(F)F)OC[C@@H]2N(CCC2)C